ClC1=CC=C(C=C1)OC1=CC(=CC=C1)C(F)(F)F 6-chloro-3-[3-(trifluoromethyl)phenoxy]benzene